4-ethoxy-2-[(3S)-3-(methylamino)pyrrolidin-1-yl]-N-2-methylpyrazolo[1,5-a]pyridin-5-ylpyrimidine-5-carboxamide C(C)OC1=NC(=NC=C1C(=O)NC1=CC=2N(C=C1)N=C(C2)C)N2C[C@H](CC2)NC